2-(6-Cyclopropyl-4-(4-fluoro-2-(4-methyl-4H-1,2,4-triazol-3-yl)phenyl)pyridin-2-yl)-1H-benzo[d]imidazole-5-carbaldehyde C1(CC1)C1=CC(=CC(=N1)C1=NC2=C(N1)C=CC(=C2)C=O)C2=C(C=C(C=C2)F)C2=NN=CN2C